NC1=NC(=NC2=CC(=CC=C12)C(=O)O)C1=CC=C(C=C1)C(C)(C)C 4-amino-2-(4-(tert-butyl)phenyl)quinazoline-7-carboxylic acid